Tert-Butyl 3-(3-(4-ethynylphenyl)-2-oxoimidazolidin-1-yl)-2,6-dioxopiperidine-1-carboxylate C(#C)C1=CC=C(C=C1)N1C(N(CC1)C1C(N(C(CC1)=O)C(=O)OC(C)(C)C)=O)=O